C1=CC(=CC(=C1)CN)CN m-Xylenediamine